ClC1=NC=C(C=C1C(=O)NC1=C(C=C(C=C1)F)C)OC[C@H](C)NS(=O)(=O)C(F)(F)F 2-chloro-N-(4-fluoro-2-methyl-phenyl)-5-[(2S)-2-(trifluoromethylsulfonylamino)propoxy]pyridine-3-carboxamide